C12OCC(N(C1)C=O)C2 (2-oxa-5-azabicyclo[2.2.1]hept-5-yl)methanone